4-[6-(4-Aminopiperidin-1-yl)-3-{3-methyl-3H-[1,2,3]triazolo[4,5-b]pyridin-6-yl}pyrazin-2-yl]-2-fluorobenzonitril NC1CCN(CC1)C1=CN=C(C(=N1)C1=CC(=C(C#N)C=C1)F)C=1C=C2C(=NC1)N(N=N2)C